OCC=1N=C2N(C=C(C=C2)NC(=O)C=2C=C3C=NN(C3=CC2)C)C1 N-[2-(hydroxymethyl)imidazo[1,2-a]pyridin-6-yl]-1-methyl-indazole-5-carboxamide